2-Methyl-6-(4-(Pyridin-4-yl)phenyl)-1H-benzo[d]Imidazol CC1=NC2=C(N1)C=C(C=C2)C2=CC=C(C=C2)C2=CC=NC=C2